C(C1=CC=CC=C1)OCCC(=O)O 3-(benzyloxy)propanoic acid